C(C)C1CCC(CC1)NC(=O)C1=CC(=CC(=C1)C(=O)NC1CCC(CC1)CC)C(=O)NC1CCC(CC1)CC 1,3,5-benzenetricarboxylic acid tri(4-ethylcyclohexylamide)